N1=CC(=NC=C1)N Pyrazin-3-amine